(1R,3S,5R)-2-(2-(3-acetyl-5-(2-methylpyrimidin-5-yl)-1H-indazol-1-yl)acetyl)-N-(3-((allyloxy)methyl)-6-bromopyridin-2-yl)-5-vinyl-2-azabicyclo[3.1.0]hexane-3-carboxamide C(C)(=O)C1=NN(C2=CC=C(C=C12)C=1C=NC(=NC1)C)CC(=O)N1[C@@H]2C[C@@]2(C[C@H]1C(=O)NC1=NC(=CC=C1COCC=C)Br)C=C